NC=1C(=C(C=C(C1C)F)C1=NOC(=N1)[C@@H]1CN(CCC1)C(=O)OC)F methyl (S)-3-(3-(3-amino-2,5-difluoro-4-methylphenyl)-1,2,4-oxadiazol-5-yl)piperidine-1-carboxylate